3-hydroxy-1-methyl-3-(1-((2-(trimethylsilyl)ethoxy)methyl)-1H-pyrazol-4-yl)pyrrolidin-2-one OC1(C(N(CC1)C)=O)C=1C=NN(C1)COCC[Si](C)(C)C